[O-][V](=O)=O.[Na+] sodium vanadate